N-(2-Methoxy-6-{[4-(propan-2-yl)piperazin-1-yl]methyl}phenyl)-4-(4-methylphenyl)piperidine-1-carboxamide COC1=C(C(=CC=C1)CN1CCN(CC1)C(C)C)NC(=O)N1CCC(CC1)C1=CC=C(C=C1)C